C(C)P(=O)(CC)C1=CC2=C(N=C(N=C2N[C@H](C)C2=C(C(=CC=C2)C(F)F)F)C)C=N1 6-diethylphosphoryl-N-[(1R)-1-[3-(difluoromethyl)-2-fluoro-phenyl]ethyl]-2-methyl-pyrido[3,4-d]pyrimidin-4-amine